tert-butyl 6-(hydroxyiminomethyl)spiro[1H-isobenzofuran-3,3'-azetidine]-1'-carboxylate ON=CC1=CC=C2C(=C1)COC21CN(C1)C(=O)OC(C)(C)C